FC1=CC2=C(NC(C(CC23CC3)I)=O)C(=C1)F 7,9-difluoro-3-iodo-3,4-dihydrospiro[benzo[b]azepin-5,1'-cyclopropan]-2(1H)-one